ClC1=CC(=C(N=N1)C(=O)N)NC1=C(C(=CC=C1)P(=O)(C1CC1)C1CC1)OC 6-Chloro-4-((3-(dicyclopropylphosphoryl)-2-methoxyphenyl)amino)pyridazine-3-carboxamide